ClC=1C(=NC=CC1)O[C@@H]1CN(CC1)C1=C(C=C(C=C1)OC1=C(C=CC=C1)CCC)CO (S)-(2-(3-(3-chloropyridin-2-yloxy)pyrrolidin-1-yl)-5-(2-propylphenoxy)phenyl)methanol